NC=1N=C(SC1C(=O)NC=1C=CC(=C2C(=NN(C12)C)N(S(=O)(=O)C)CC1=CC=C(C=C1)OC)Cl)SC 4-amino-N-(4-chloro-3-(N-(4-methoxybenzyl)methylsulfonamido)-1-methyl-1H-indazol-7-yl)-2-(methylthio)thiazole-5-carboxamide